NC=1C=C(C(=C(C1)[C@@H](C)NC(=O)C1=NN(C(C=C1)=O)C=1C=NC=C(C1)C=1N(N=CC1)C)C)C(F)(F)F N-[(1R)-1-[5-amino-2-methyl-3-(trifluoromethyl)phenyl]ethyl]-1-[5-(2-methylpyrazol-3-yl)-3-pyridyl]-6-oxo-pyridazine-3-carboxamide